FC(OC1=CC=C(C=C1)S(=O)(=O)N1[C@H]2CC(C[C@@H]1CC2)NCC2CC(C2)O)F (1S,3s)-3-((((1R,3s,5S)-8-((4-(difluoromethoxy)phenyl)sulfonyl)-8-azabicyclo[3.2.1]octan-3-yl)amino)methyl)cyclobutan-1-ol